CN1C2=C(N=C(C3=C1C=CC=C3)C3=CC=CC=C3)C=CC=C2 5-methyl-11-phenyl-5H-dibenzo[b,e][1,4]diazepine